2-(2-fluoro-4-(2-oxo-2-((1-((tetrahydro-2H-pyran-4-yl)methyl)-1H-benzo[d]imidazol-2-yl)amino)ethyl)-phenoxy)pyridine-3-carboxamide FC1=C(OC2=NC=CC=C2C(=O)N)C=CC(=C1)CC(NC1=NC2=C(N1CC1CCOCC1)C=CC=C2)=O